C1=NC=C(C2=CC=CC=C12)C(C)O (isoquinolin-4-yl)ethanol